N-(4-fluoro-3-methylphenyl)-N-methyl-2-(6-methyl-4-(trifluoro-methyl)pyridin-2-yl)-5-oxopyrazolidine-3-carboxamide FC1=C(C=C(C=C1)N(C(=O)C1N(NC(C1)=O)C1=NC(=CC(=C1)C(F)(F)F)C)C)C